5-fluoro-2-fluoroethoxybenzaldehyde FC=1C=CC(=C(C=O)C1)OCCF